tert-butyl (2R)-2-((tert-butoxycarbonyl)amino)-5-hydroxyhexanoate C(C)(C)(C)OC(=O)N[C@@H](C(=O)OC(C)(C)C)CCC(C)O